N[C@H](C)C1=CC(=CC=2C(C(=C(OC21)C=2C=CC(N(C2)C)=O)C)=O)C 5-[8-[(1R)-1-aminoethyl]-3,6-dimethyl-4-oxo-benzopyran-2-yl]-1-methyl-pyridin-2-one